The molecule is the D-enantiomer of mannitol. It has a role as an osmotic diuretic, a sweetening agent, an antiglaucoma drug, a metabolite, an allergen, a hapten, a food bulking agent, a food anticaking agent, a food humectant, a food stabiliser, a food thickening agent, an Escherichia coli metabolite and a member of compatible osmolytes. C([C@H]([C@H]([C@@H]([C@@H](CO)O)O)O)O)O